C1(=CC=CC2=CC=CC=C12)C(=O)N naphthalamide